FC(OC1=CC=C(C=C1)C=1C=CC(N(N1)CC1=NN(C=C1)C)=O)F 6-(4-(difluoromethoxy)phenyl)-2-((1-methyl-1H-pyrazol-3-yl)methyl)pyridazin-3(2H)-one